3-[[3-(5-methyl-1,2,4-oxadiazol-3-yl)benzoyl]amino]propanoyl chloride CC1=NC(=NO1)C=1C=C(C(=O)NCCC(=O)Cl)C=CC1